[Na+].C=1(C(=CN=CC1)S(=O)(=O)[O-])C=CC=1C(=CN=CC1)S(=O)(=O)[O-].[Na+] 4,4'-diazastilbene-2,2'-disulfonate sodium